C(C)OC=1C=CC(=NC1)C=1N(C(=NN1)C1CC(C1)NC(C1=CC=C(C=C1)F)=O)C1=CC=CC=C1 N-((1r,3r)-3-(5-(5-ethoxypyridin-2-yl)-4-phenyl-4H-1,2,4-triazol-3-yl)cyclobutyl)-4-fluorobenzamide